FC1=C(C(=O)N[C@H](C(=O)N2CCC3(CC2)C(CN(C(C3)=O)C)C3=CC=CC=C3)C(C)C)C=C(C=C1)C(F)(F)F 2-fluoro-N-((2S)-3-methyl-1-(9-methyl-10-oxo-7-phenyl-3,9-diazaspiro-[5.5]undecan-3-yl)-1-oxobutan-2-yl)-5-(trifluoromethyl)benzamide